BrC1=C(C=C2C(NC(N(C2=C1)CC1=CC=C(C=C1)OC)=O)(C(F)(F)F)O)Cl 7-bromo-6-chloro-4-hydroxy-1-(4-methoxybenzyl)-4-(trifluoromethyl)-3,4-dihydroquinazolin-2(1H)-one